C(C)(C)(C)OC(=O)N1CC2=C(C=C(C=C2CC1)CN1CCN(CC1)C)Br t-Butyl-8-bromo-6-((4-methylpiperazin-1-yl) methyl)-3,4-dihydroisoquinoline-2(1H)-carboxylate